ClC1=CC=C(C=C1)C=1C(=CC=CC1)C(=O)N1CCN(CC1)CC1=C2CN(C(C2=CC=C1)=O)C1C(NC(CC1)=O)=O 3-(4-((4-(4'-chloro-[1,1'-biphenyl]-2-carbonyl)piperazin-1-yl)methyl)-1-oxoisoindolin-2-yl)piperidine-2,6-dione